FC1(C(CNC1)C=1C=CC(NC1)=O)F 5-(4,4-difluoropyrrolidin-3-yl)pyridin-2(1H)-one